BrC1=CC=C(C=C1)C(C(F)(F)F)(C(F)F)O 2-(4-Bromophenyl)-1,1,1,3,3-pentafluoropropan-2-ol